C(C1=CC=CC=C1)N(CCO)C N-benzyl-N-methyl-ethanolamine